tert-butyl 3,3-difluoro-4-(2-methoxy-2-oxoethyl)piperidine-1-carboxylate FC1(CN(CCC1CC(=O)OC)C(=O)OC(C)(C)C)F